2-(4-((2-chloro-5-fluoropyridin-4-yl)oxy)-3-fluorophenyl)-4-(2,6-difluorobenzyl)-2,4-dihydro-3H-1,2,4-triazol-3-one ClC1=NC=C(C(=C1)OC1=C(C=C(C=C1)N1N=CN(C1=O)CC1=C(C=CC=C1F)F)F)F